1,7-dimethyl-naphthalene CC1=CC=CC2=CC=C(C=C12)C